pyrazine-ethanol N1=C(C=NC=C1)CCO